6-bromo-[1,2,4]-triazolo[1,5-a]pyridine-2-amine BrC=1C=CC=2N(C1)N=C(N2)N